CC1=C(C(=O)P(OCC)(=O)C2=CC=CC=C2)C(=CC(=C1)C)C ethyl (2,4,6-trimethylbenzoyl)phenyl-phosphinate